FC1=CC=C(C=C1)C1=NC=NC2=CC=CC=C12 4-(4-fluorophenyl)quinazoline